4-pyrrolidin-1-ylpiperidine dihydrochloride Cl.Cl.N1(CCCC1)C1CCNCC1